BrC=1C=C(C=CC1C(=O)C1CCN(CC1)C)NC1=CC(=NN1)C1=CC=C(S1)C#N 5-(5-(3-bromo-4-(1-methylpiperidin-4-yl-carbonyl)phenylamino)-1H-pyrazol-3-yl)thiophene-2-carbonitrile